FC1=C(C=C(C=C1)F)C1=C(C(=NC=C1)N1C[C@H](CC1)F)NC(CCOC)=O (S)-N-(4-(2,5-difluorophenyl)-2-(3-fluoropyrrolidin-1-yl)pyridin-3-yl)-3-methoxypropanamide